(1R,5s)-3-[3-[[(1R)-1-[4-benzyloxy-3-methoxy-5-(1-methylpyrazol-4-yl)phenyl]ethyl]carbamoyl]-4-methyl-phenyl]-3,8-diazabicyclo[3.2.1]octane-8-carboxylic acid tert-butyl ester C(C)(C)(C)OC(=O)N1[C@H]2CN(C[C@@H]1CC2)C2=CC(=C(C=C2)C)C(N[C@H](C)C2=CC(=C(C(=C2)C=2C=NN(C2)C)OCC2=CC=CC=C2)OC)=O